(S)-1-(1-(1H-1,2,4-triazol-3-yl)ethyl)-7-chloro-4-(dimethylamino)quinazolin N1N=C(N=C1)[C@H](C)N1CN=C(C2=CC=C(C=C12)Cl)N(C)C